ClC=1C(=NC(=NC1)NC1CCOCC1)C1=CC=C2CN(C(C2=C1)=O)[C@@H](C(=O)N[C@H](CO)C1=CC(=CC(=C1)O)F)C (2R)-2-(6-{5-chloro-2-[(oxan-4-yl)amino]pyrimidin-4-yl}-1-oxo-2,3-dihydro-1H-isoindol-2-yl)-N-[(1S)-1-(3-fluoro-5-hydroxyphenyl)-2-hydroxyethyl]propanamide